C(C1=CN=CC=C1)(=O)OC1=CC(=CC(=C1)C=NC1=C(C(=CC=C1)Cl)Cl)Br 3-bromo-5-((2,3-dichlorophenylimino)-methyl)phenyl nicotinate